COC1=CC2=C(C=C(O2)C=2N=C3SC(=NN3C2)OC)C(=C1)OCC=1N=C(SC1)C1=CC=C(C(=O)N(C)C)C=C1 4-(4-(((6-Methoxy-2-(2-methoxyimidazo[2,1-b][1,3,4]thiadiazol-6-yl)benzofuran-4-yl)oxy)methyl)thiazol-2-yl)-N,N-dimethylbenzamide